tert-butyl (3s)-3-{5-[5-(1-tert-butyl-5-fluoropyrazole-4-amido)-4-fluoro-2-methylphenyl]-7-(morpholin-4-yl)indazol-1-yl}piperidine-1-carboxylate C(C)(C)(C)N1N=CC(=C1F)C(=O)NC=1C(=CC(=C(C1)C=1C=C2C=NN(C2=C(C1)N1CCOCC1)[C@@H]1CN(CCC1)C(=O)OC(C)(C)C)C)F